CN(CC(=O)N1CCC(CC1)C=1C=C2C(=C(NC2=CC1)C=1C=CC=2N(C1)C(=NN2)C)C(C)C)C 2-(dimethylamino)-1-(4-(3-isopropyl-2-(3-methyl-[1,2,4]triazolo[4,3-a]pyridin-6-yl)-1H-indol-5-yl)piperidin-1-yl)ethan-1-one